[7-[2-[5-(difluoromethyl)-1-oxo-1,3,4-thiadiazol-2-yl]pyrimidin-5-yl]pyrazolo[1,5-a]pyridin-3-yl]-(1-piperidyl)methanone FC(C1=NN=C(S1=O)C1=NC=C(C=N1)C1=CC=CC=2N1N=CC2C(=O)N2CCCCC2)F